CC1=C(C=C(C=C1)NC1CN(C1)C(=O)OC(C)(C)C)C(NC(C)C1=CC=CC=2CCCCC12)=O tert-Butyl 3-((4-methyl-3-((1-(5,6,7,8-tetrahydronaphthalen-1-yl)ethyl)carbamoyl)phenyl)amino)azetidine-1-carboxylate